3-[({6,7-dimethoxy-1H,2H,3H-cyclopenta[b]quinolin-9-yl}amino)methyl]-1-ethylazetidin-3-ol COC=1C(=CC=2C(=C3C(=NC2C1)CCC3)NCC3(CN(C3)CC)O)OC